CC=1C=CC=2N(C1)C=C(N2)CN2C=NC1=C(C2=O)C=NC=C1 3-({6-methylimidazo[1,2-a]pyridin-2-yl}methyl)-3H,4H-pyrido[4,3-d]pyrimidin-4-one